4-(2-bromo-3-phenylbenzyloxy)benzaldehyde BrC1=C(COC2=CC=C(C=O)C=C2)C=CC=C1C1=CC=CC=C1